5-(cyclopropylmethoxy)-N-(2-ethyl-5-{[(1S,2S,4S)-2-hydroxy-4-(trifluoromethoxy)cyclopentyl]carbamoyl}phenyl)pyridine-3-carboxamide C1(CC1)COC=1C=C(C=NC1)C(=O)NC1=C(C=CC(=C1)C(N[C@@H]1[C@H](C[C@H](C1)OC(F)(F)F)O)=O)CC